O=CC1=CC(OC)=C(O)C=C1 (R)-(+)-vanillin